N2-(3-(3-(5-azaspiro[2.4]heptan-5-yl)propoxy)-4-methoxyphenyl)-N4,6-dimethylpyrimidine-2,4-diamine C1CC12CN(CC2)CCCOC=2C=C(C=CC2OC)NC2=NC(=CC(=N2)NC)C